2-methylsulfonylpropane CS(=O)(=O)C(C)C